Phenethyl isobutyrate (PHENYLETHYL ISOBUTYRATE) C1(=CC=CC=C1)CCC(C(=O)O)(C)C.C(C(C)C)(=O)OCCC1=CC=CC=C1